[Cl-].CC=1N=C(SC1C(=O)OCC)[N+]#N 4-methyl-5-ethoxycarbonyl-thiazole-2-diazonium chloride